BrC=1C(=CC=C2C(=NC(=NC12)Cl)Cl)C 8-bromo-2,4-dichloro-7-methyl-quinazoline